phenylfurancarboxylic acid C1(=CC=CC=C1)C1=C(OC=C1)C(=O)O